C(CCCCC)OC(CCCCCCCCCCC)=O lauric acid hexylester